C1(=CC(=CC=C1)C(=O)OC(=O)C=1C=C(C=CC1)C1=CC=CC=C1)C1=CC=CC=C1 3-biphenylic anhydride